IC1=CN(C2=CC=CC=C12)S(=O)(=O)C1=CC=C(C=C1)C 3-iodo-1-(4-methylbenzenesulfonyl)-1H-indole